1-(2-methoxy-4-(trifluoromethyl)phenyl)pyrrolo[1,2-d][1,2,4]triazin COC1=C(C=CC(=C1)C(F)(F)F)C=1C=2N(C=NN1)C=CC2